3-[2,5-bis(difluoromethoxy)phenyl]-1-[[2-[1-[3-(dimethylamino)cyclobutyl]azetidin-3-yl]tetrazol-5-yl]methyl]pyrazol FC(OC1=C(C=C(C=C1)OC(F)F)C1=NN(C=C1)CC=1N=NN(N1)C1CN(C1)C1CC(C1)N(C)C)F